CC1=NOC(=C1C1=NC2=CC=C(C=C2C(=N1)NCC=1SC=CC1)C=1C(=NOC1C)C)C 2,6-bis(3,5-dimethyl-isoxazol-4-yl)-N-(thiophen-2-ylmethyl)quinazolin-4-amine